(S)-2,10-dimethyl-7-(6-(3-(4-methylpiperidin-1-yl)propoxy)pyridin-3-yl)-9,10-dihydro-8-oxa-2,4,10a-triazanaphtho[2,1,8-cde]azulen-1(2H)-one CN1C(N2[C@H](COC3=C4C2=C1C=NC4=CC=C3C=3C=NC(=CC3)OCCCN3CCC(CC3)C)C)=O